N-{Cyclooctyl[4-fluoro-6-(morpholin-4-yl)-1H-benzimidazol-2-yl]methyl}-3-methylisoxazole-4-carboxamide C1(CCCCCCC1)C(NC(=O)C=1C(=NOC1)C)C1=NC2=C(N1)C=C(C=C2F)N2CCOCC2